ferric bifluoride F[H-]F.[Fe+3].F[H-]F.F[H-]F